(R)-2-(4-(6-((4-cyano-2-fluorobenzyl)oxy)pyridin-2-yl)-2-fluorobenzyl)-3-(2-methoxyethyl)-3-methyl-1-oxoisoindoline-5-carboxylic acid C(#N)C1=CC(=C(COC2=CC=CC(=N2)C2=CC(=C(CN3C(C4=CC=C(C=C4[C@@]3(C)CCOC)C(=O)O)=O)C=C2)F)C=C1)F